COC(C1=C(N=C(C=C1)C(F)(F)F)COCC1=NN(C(=N1)CO)C)=O 2-(((5-(hydroxymethyl)-1-methyl-1H-1,2,4-triazol-3-yl)methoxy)methyl)-6-(trifluoromethyl)nicotinic acid methyl ester